The molecule is an N-acyl-L-homoserine lactone having 3-oxododecanoyl as the acyl substituent. It has a role as a bacterial metabolite. It is a N-(3-oxododecanoyl)homoserine lactone and a N-acyl-L-homoserine lactone. It is an enantiomer of a N-(3-oxododecanoyl)-D-homoserine lactone. CCCCCCCCCC(=O)CC(=O)N[C@H]1CCOC1=O